C=C(CC(=O)O)C(CCCCC(=O)O)=C 3,4-bis(methylene)azelaic acid